C(C=C)(=O)N[C@@H]1[C@@H](CCC1)NC(=O)C=1SC=2N=CC=C3N(C(NC1C23)=O)C2=CC(=CC=C2)C=2C=NC=CC2 N-((1R,2S)-2-Acrylamidocyclopentyl)-4-oxo-5-(3-(pyridin-3-yl)phenyl)-4,5-dihydro-3H-1-thia-3,5,8-triazaacenaphthylene-2-carboxamide